The molecule is an extended flavonoid that consists of a pyranochromane skeleton that is 2H,6H-pyrano[3,2-g]chromen-6-one substituted by geminal methyl groups at position 2, a 2,4-dihydroxyphenyl group at position 8, a hydroxy group at position 5 and a prenyl group at position 7. Isolated from Morus alba and Morus species it exhibits anti-inflammatory activity. It has a role as an anti-inflammatory agent and a plant metabolite. It is an extended flavonoid, a pyranochromane and a trihydroxyflavone. CC(=CCC1=C(OC2=CC3=C(C=CC(O3)(C)C)C(=C2C1=O)O)C4=C(C=C(C=C4)O)O)C